2-(6-{[(1S,3r,5R)-1,5-dimethyl-8-azabicyclo[3.2.1]octan-3-yl]oxy}pyridazin-3-yl)-5-(1H-1,2,3-triazol-1-yl)pyridin-3-ol hydrochloride Cl.C[C@@]12CC(C[C@@](CC1)(N2)C)OC2=CC=C(N=N2)C2=NC=C(C=C2O)N2N=NC=C2